FCC1=C(CN2C=NC=3C2=NC(=CC3CCS(=O)(=O)N)C=3C2=C(C(N(C3)C)=O)NC=C2)C=CC(=C1)CF (3-(2,4-difluoromethyl-benzyl)-5-(6-methyl-7-oxo-6,7-dihydro-1H-pyrrolo[2,3-c]pyridin-4-yl)-3H-imidazo[4,5-b]pyridin-7-yl)ethylsulfonamide